C1(CC1)C1=NC2=CC=C(C=C2C(=N1)N1CC2(C1)CN(C2)C2=C(C=CC=C2)OC)N(CCN2CCOCC2)C {2-cyclopropyl-4-[6-(2-methoxy-phenyl)-2,6-diaza-spiro[3.3]hept-2-yl]-quinazolin-6-yl}-methyl-(2-morpholin-4-yl-ethyl)-amine